7'-(3-Methyl-1H-pyrazol-4-yl)-2'-oxo-1',4'-dihydro-2'H-spiro[pyrrolidine-3,3'-quinoline]-1-carbonitrile CC1=NNC=C1C1=CC=C2CC3(C(NC2=C1)=O)CN(CC3)C#N